4-((diphenylmethylene)amino)-2-(trifluoromethyl)phenyl-N,N-dimethylmethanamine C1(=CC=CC=C1)C(C1=CC=CC=C1)=NC1=CC(=C(C=C1)CN(C)C)C(F)(F)F